FC1(CCN(CC1)C1=NC(=CC(=N1)C=1C=NNC1)CC)F 4-(2-(4,4-difluoropiperidin-1-yl)-6-ethylpyrimidin-4-yl)-1H-pyrazole